C(C)(C)(C)N=C(N(C)C)N(C)C 2-tert.Butyl-1,1,3,3-tetramethylguanidin